FC1=CNC2=NC=CC(=C21)C2=CC=C(C=C2)C2(CCNCC2)C=2OC(=NN2)C 2-(4-(4-(3-fluoro-1H-pyrrolo[2,3-b]pyridin-4-yl)phenyl)piperidin-4-yl)-5-methyl-1,3,4-oxadiazole